C(C1=CC=CC=C1)[C@@H]1N(C(OC1)=O)C(CCCOC)=O (S)-4-benzyl-3-(4-methoxybutyryl)oxazolidin-2-one